FC1=CC=C(C=C1)N1CCC(CC1)C(=O)NC=1C=C(CN2C[C@H](CCC2)NC(OC(C)(C)C)=O)C=C(C1)N1C=NC(=C1)C tert-butyl (S)-(1-(3-(1-(4-fluorophenyl)piperidine-4-carboxamido)-5-(4-methyl-1H-imidazol-1-yl)benzyl)piperidin-3-yl)carbamate